1-phenyl-2-methyl-1,3-butanediol dineopentanoate C(C(C)(C)C)(=O)OC(C(C(C)OC(C(C)(C)C)=O)C)C1=CC=CC=C1